(2S,3S)-N-(8-hydroxyoctyl)-1-methyl-5-oxo-2-(pyridin-3-yl)pyrrolidine-3-carboxamide OCCCCCCCCNC(=O)[C@@H]1[C@H](N(C(C1)=O)C)C=1C=NC=CC1